C(C)N1C2=C(C3=CC(=CC=C13)O)CCN1[C@@H]3[C@H]2C[C@@H](C3)C1 (2S,12R,12aS)-11-ethyl-1,2,3,5,6,11,12,12a-octahydro-2,12-methanopyrrolo[1',2':1,2]azepino[4,5-b]indol-8-ol